C(C1=CC=CC=C1)C(CCCNC(=O)C1=CC=C2C(=CC=NC2=C1)Cl)C(=O)N1CCC(CC1)(CN1C=NC2=CC(=CC=C2C1=O)NC(CCN1CCOCC1)=O)O N-(4-benzyl-5-(4-hydroxy-4-((7-(3-morpholinopropionamido)-4-oxoquinazolin-3(4H)-yl)methyl)piperidin-1-yl)-5-oxopentyl)-4-chloroquinoline-7-carboxamide